C1(CC1)N(C1=C(C(=NC=N1)NCC1(C(CN(CC1)CC(=O)N)O)C)F)CC1=CC=C(C=C1)C(F)(F)F 2-(4-(((6-(cyclopropyl(4-(trifluoromethyl)benzyl)amino)-5-fluoropyrimidin-4-yl)amino)methyl)-3-hydroxy-4-methylpiperidin-1-yl)acetamide